NCCOCCOC=1C=C(CNC(=O)C=2SC(=C(N2)C=2C=C3CCN(C3=CC2)C(=O)C2=CN=CN2C)C)C=CC1 N-(3-(2-(2-aminoethoxy)ethoxy)benzyl)-5-methyl-4-(1-(1-methyl-1H-imidazole-5-carbonyl)indolin-5-yl)thiazole-2-carboxamide